trimethylplatinum (IV) iodide C[Pt](C)(C)I